1-(cyclopropylsulfonyl)-4-nitro-1H-pyrazole C1(CC1)S(=O)(=O)N1N=CC(=C1)[N+](=O)[O-]